ClC=1C=CC=C2C=CC=C(C12)N1CC=2N=C(N=C(C2CC1)N1CC2(CCN2C(=O)N2N=CN=C2)CC1)OC[C@H]1N(CCC1)C (6-(7-(8-chloronaphthalen-1-yl)-2-(((S)-1-methylpyrrolidin-2-yl)methoxy)-5,6,7,8-tetrahydropyrido[3,4-d]pyrimidin-4-yl)-1,6-diazaspiro[3.4]octan-1-yl)(1H-1,2,4-triazol-1-yl)methanone